C(C)(=O)N1CCN(CC1)C=1C=2N(C=C(C1)S(=O)(=O)NC1(CC1)C#N)C(=NC2)C=2SC(=NN2)C(F)(F)F 8-(4-acetylpiperazin-1-yl)-N-(1-cyanocyclopropyl)-3-(5-(trifluoromethyl)-1,3,4-thiadiazol-2-yl)imidazo[1,5-a]pyridine-6-sulfonamide